COC([C@@H]1[C@H]([C@H]([C@@H](O1)N1C(=S)NC(=O)C=C1)O)O)(O)OC dimethoxy-2-thio-uridine